C(C)(C)(C)C1=CC(=NO1)NC(NC1=C(C=C(C=C1)CCC1=CC(=NC=C1)NC(C)=O)F)=O N-[4-(2-{4-[3-(5-tert-Butyl-isoxazol-3-yl)-ureido]-3-fluoro-phenyl}-ethyl)-pyridin-2-yl]-acetamide